4-amino-1-(2-methylpyridin-3-yl)-7-(trifluoromethyl)quinazolin-2-one dimethyl-2-phenoxyfumarate COC(\C(=C\C(=O)OC)\OC1=CC=CC=C1)=O.NC1=NC(N(C2=CC(=CC=C12)C(F)(F)F)C=1C(=NC=CC1)C)=O